C(CCC)C=1C(=C(OC1C(=O)O)C(=O)O)CCCC dibutyl-2,5-furandicarboxylic acid